C(C)(C)(C)C1C=2C=C(C(NC2C=2N(C1)C1=C(N2)C(=CC=C1)OC(F)F)=O)C(=O)O 5-(tert-butyl)-11-(difluoromethoxy)-2-oxo-1,2,5,6-tetrahydrobenzo[4,5]imidazo[1,2-h][1,7]naphthyridine-3-carboxylic acid